(1s,4s)-N1-Ethyl-N4-(5-methyl-4-(6-phenylimidazo[1,2-a]pyridin-3-yl)pyrimidin-2-yl)cyclohexan-1,4-diamin C(C)NC1CCC(CC1)NC1=NC=C(C(=N1)C1=CN=C2N1C=C(C=C2)C2=CC=CC=C2)C